I.CN(CCCCCCN(C)C)C tetramethyl-hexamethylenediamine hydroiodide